O\N=C(\C1=CC(=CC=C1)N1C2=C(NC(CC1=O)=O)C1=CC=C(C=C1C=C2)C)/N (Z)-N'-Hydroxy-3-(9-methyl-2,4-dioxo-1,2,3,4-tetrahydro-5H-naphtho[1,2-b][1,4]diazepin-5-yl)benzimidamide